4-chloro-7-(4-chloro-2-methoxy-phenyl)thieno[2,3-d]pyridazine ClC1=C2C(=C(N=N1)C1=C(C=C(C=C1)Cl)OC)SC=C2